FC(OC1=CC=C(COC(=O)N2C[C@H]3CN(C[C@@]3(C2)C)C(=O)C2=CC3=C(NN=N3)C=C2)C=C1)(F)F (-)-trans-5-(1H-benzotriazole-5-carbonyl)-3a-methyl-hexahydro-pyrrolo[3,4-c]pyrrole-2-carboxylic acid 4-trifluoromethoxy-benzyl ester